FC=1C=C2CCC=3N(C2=NC1)N=C(C3B3OC(C(O3)(C)C)(C)C)C3CCN(CC3)C(=O)OC(C(F)(F)F)C(F)(F)F 1,1,1,3,3,3-hexafluoropropan-2-yl 4-(7-fluoro-3-(4,4,5,5-tetramethyl-1,3,2-dioxaborolan-2-yl)-4,5-dihydropyrazolo[1,5-a][1,8]naphthyridin-2-yl)piperidine-1-carboxylate